4-(2-Fluorobenzyl)-1H-pyrazole hydrochloride Cl.FC1=C(CC=2C=NNC2)C=CC=C1